3-(((2,5-bis(trifluoromethyl)pyrazolo[1,5-a]pyrimidin-7-yl)amino)methyl)-3-(4-fluorophenyl)-N-(((1r,3r)-3-hydroxycyclobutyl)methyl)azetidine-1-carboxamide FC(C1=NN2C(N=C(C=C2NCC2(CN(C2)C(=O)NCC2CC(C2)O)C2=CC=C(C=C2)F)C(F)(F)F)=C1)(F)F